C1(=CC=CC=C1)[C@@H]1[C@H](C1)N[C@@H]1C[C@H](C1)N (trans)-N1-((1S,2R)-2-phenylcyclopropyl)cyclobutane-1,3-diamine